FC(COP1(=NP(=NP(=N1)(F)F)(F)F)F)(F)F trifluoroethoxy-pentafluoro-cyclotriphosphazene